ethyl 5-(4-(4,4,5,5-tetramethyl-1,3,2-dioxaborolan-2-yl)-[1,1-biphenyl]-4-yl)-2-((2-(trimethylsilyl) ethoxy)methyl)-2H-1,2,3-triazole-4-carboxylate CC1(OB(OC1(C)C)C1(CC=C(C=C1)C1=CC=CC=C1)C=1C(=NN(N1)COCC[Si](C)(C)C)C(=O)OCC)C